CC1(O[C@H](CNC1)COC1=NOC(=C1C1=CC=2N(C=C1)N=C(C2)NC(=O)C2CC2)C)C N-[5-[3-[[(2R)-6,6-dimethylmorpholin-2-yl]methoxy]-5-methyl-isoxazol-4-yl]pyrazolo[1,5-a]pyridin-2-yl]cyclopropanecarboxamide